Methyl-2-oxo-indole-6-carboxylate COC(=O)C=1C=CC2=CC(N=C2C1)=O